4'-bromo-2,4,6-trimethylbiphenyl BrC1=CC=C(C=C1)C1=C(C=C(C=C1C)C)C